NC=1CC(=CC2=C(N1)C=C(C=C2)C(C(NC=2C=NC=1CCNCC1C2)=O)=O)C(=O)N(CCC)CCO 2-amino-N-(2-hydroxyethyl)-8-(2-oxo-2-((5,6,7,8-tetrahydro-1,6-naphthyridin-3-yl)amino)acetyl)-N-propyl-3H-benzo[b]azepine-4-carboxamide